5-((4-(3-bromo-5-chloropyridin-4-yl)piperazin-1-yl)methyl)-2-(2,4-dioxotetrahydropyrimidine-1(2H)-yl)isoindoline-1,3-dione BrC=1C=NC=C(C1N1CCN(CC1)CC=1C=C2C(N(C(C2=CC1)=O)N1C(NC(CC1)=O)=O)=O)Cl